tert-butyl (2S,5R)-2,5-dimethyl-4-(3-(trifluoromethyl)bicyclo[1.1.1]pentane-1-carbonyl)piperazine-1-carboxylate C[C@@H]1N(C[C@H](N(C1)C(=O)C12CC(C1)(C2)C(F)(F)F)C)C(=O)OC(C)(C)C